(S)-5-((tert-butyldimethylsilyl)oxy)-2-(4-chloro-3-fluorobenzyl)-N-(1-(5-methylpyridazin-4-yl)-1H-pyrazol-4-yl)pentanamide [Si](C)(C)(C(C)(C)C)OCCC[C@H](C(=O)NC=1C=NN(C1)C1=CN=NC=C1C)CC1=CC(=C(C=C1)Cl)F